C(#N)CC1=CC=C(C=C1)NC(=O)C1C[C@@H](CCC1C(C)C)C (1R,2S,5R)-N-(4-(cyanomethyl)phenyl)menthanecarboxamide